C1(=CC=C(C=C1)N(C1=CC=C(C=C1)B(O)O)C1=CC=2C(C3=CC=CC=C3C2C=C1)(C)C)C1=CC=CC=C1 4-(Biphenyl-4-yl-(9,9-dimethyl-9H-fluoren-2-yl)amino)phenylboronic acid